The molecule is a triterpenoid of the class of onoceranoid-type terpenoids isolated from the twigs of Lansium domesticum. It has a role as a plant metabolite and an antibacterial agent. It is a triterpenoid, a hydroxy monocarboxylic acid and an ethyl ester. CCOC(=O)CC[C@]1([C@@H](CCC(=C)[C@@H]1CC[C@H]2C(=CC[C@H]([C@]2(C)CCC(=O)O)C(=C)C)C)C(C)(C)O)C